C(C)(C)(C)OC(=O)N1C=C(C2=CC(=CC=C12)CCCC1=NC=C(C=C1)C(F)(F)F)NC(=O)OC(C)(C)C.OC(=O)C(F)(F)F.FC(C=1C=CC(=NC1)CCCC=1C=C2C(=CNC2=CC1)N)(F)F 5-(3-(5-(trifluoromethyl)pyridin-2-yl)propyl)-1H-indol-3-amine TFA salt tert-Butyl-3-((tert-butoxycarbonyl)amino)-5-(3-(5-(trifluoromethyl)pyridin-2-yl)propyl)-1H-indole-1-carboxylate